r-amylhydroperoxide C(CCCC)OO